N,N-bis(3-dimethylaminopropyl)butanediamide CN(CCCN(C(CCC(=O)N)=O)CCCN(C)C)C